FC1=C(C(=O)NC2=CC(=CC=C2)[S@@](=O)N(C(CO)=O)C)C(=CC=C1C(F)(F)F)OC=1C(=NC(=CC1)F)C (R)-2-fluoro-6-((6-fluoro-2-methylpyridin-3-yl)oxy)-N-(3-(N-(2-hydroxyacetyl)-S-methylamino-sulfinyl)phenyl)-3-(trifluoromethyl)benzamide